N1=CC=C2N1C=CC(=N2)C2=CNC=1N=C(N=CC12)NC1C[C@@H]2[C@@H](CN(C2)C(C)=O)C1 1-((3aR,5r,6aS)-5-((5-(pyrazolo[1,5-a]pyrimidin-5-yl)-7H-pyrrolo[2,3-d]pyrimidin-2-yl)amino)hexahydrocyclopenta[c]pyrrol-2(1H)-yl)ethan-1-one